Cadmium Sulfide Selenide [S-2].[Se-2].[Cd+2].[Cd+2]